BrC1=NC=CC(=C1)N1C=CC2=C1N=C(N=C2C)N 7-(2-bromo-pyridin-4-yl)-4-methyl-7H-pyrrolo[2,3-d]pyrimidin-2-amine